tert-butyl (12aR)-9-bromo-8-chloro-10-iodo-3,4,12,12a-tetrahydro-6H-pyrazino[2,1-c][1,4]benzoxazepine-2(1H)-carboxylate BrC1=C(C2=C(CN3[C@@H](CO2)CN(CC3)C(=O)OC(C)(C)C)C=C1Cl)I